F[P-](F)(F)(F)(F)F.N1(N=NC2=C1N=CC=C2)OC(=[N+](C)C)N(C)C 7-azabenzotriazol-1-yl-N,N,N',N'-tetramethyluronium hexafluorophosphate